ClC(C(C(C(=O)O)(C1=CC=CC=C1)Cl)(Cl)Cl)(CCCCCCCC)Cl pentachlorophenyl-lauric acid